decyl (6-(dinonylamino)hexyl) phosphate P(=O)(OCCCCCCCCCC)(OCCCCCCN(CCCCCCCCC)CCCCCCCCC)[O-]